5-formyl-6-hydroxy-1,2,3,4-tetrahydroisoquinoline-2-carboxylic acid tert-butyl ester C(C)(C)(C)OC(=O)N1CC2=CC=C(C(=C2CC1)C=O)O